BrC=1N=C(N(N1)C1OCCCC1)N1CC2=CC(=CC=C2CC1)O 2-(5-bromo-2-tetrahydropyran-2-yl-1,2,4-triazol-3-yl)-3,4-dihydro-1H-isoquinolin-7-ol